FC1=CC=C(C=C1)C(=O)C1=CNC2=NC=C(C=C21)C2=CC(=NC=C2)N2CCNCC2 (4-fluorophenyl)(5-(2-(piperazin-1-yl)pyridin-4-yl)-1H-pyrrolo[2,3-b]pyridin-3-yl)methanone